3-amino-N-{2-[3-amino-4-(propan-2-yloxy)pyrrolidin-1-yl]-4-fluoro-5,6,7,8-tetrahydroquinolin-6-yl}-4,6-dimethylthieno[2,3-b]pyridine-2-carboxamide NC1=C(SC2=NC(=CC(=C21)C)C)C(=O)NC2CC=1C(=CC(=NC1CC2)N2CC(C(C2)OC(C)C)N)F